N(=C=O)C1=CC=C(C=C1)C1=CC=C(C=C1)N=C=O diisocyanatobiphenyl